(4-(3-(benzyloxy)phenoxy)benzyl)-4-chloro-3-ethyl-1-methyl-1H-pyrazole-5-carboxamide C(C1=CC=CC=C1)OC=1C=C(OC2=CC=C(CNC(=O)C3=C(C(=NN3C)CC)Cl)C=C2)C=CC1